[N+](=O)([O-])C1=C(C=CC=C1)C=C (o-nitrophenyl)-ethene